C(=C)[Si](C)(C)C vinyl-Trimethylsilane